3-Chloro-2-fluoro-N-[4-[(E)-3-[4-[2-hydroxyethyl(methyl)amino]phenyl]prop-2-enoyl]phenyl]benzamide ClC=1C(=C(C(=O)NC2=CC=C(C=C2)C(\C=C\C2=CC=C(C=C2)N(C)CCO)=O)C=CC1)F